N',N'-dimethylsulfamide CN(S(=O)(=O)N)C